C(CCCCCCCCCCCCCCC)(=O)OC[C@@H](OC(CCCCCCCCCCCCCCCF)=O)COP(=O)(O)OCC[N+](C)(C)C 1-palmitoyl-2-(16-fluoropalmitoyl)-sn-glycero-3-phosphorylcholine